2-(2,6-dioxopiperidin-3-yl)-5-((4-(5-phenylthieno[2,3-d]pyrimidin-4-yl)-3,6-dihydropyridine-1(2H)-yl)methyl)isoindoline-1,3-dione O=C1NC(CCC1N1C(C2=CC=C(C=C2C1=O)CN1CCC(=CC1)C=1C2=C(N=CN1)SC=C2C2=CC=CC=C2)=O)=O